CC1=NC(=NC(=C1C1=CC=CC=2N1N=CN2)C)C#N 4,6-dimethyl-5-{[1,2,4]triazolo[1,5-a]pyridin-5-yl}pyrimidine-2-carbonitrile